5-(cyclopropylmethoxy)-2-methyl-N-(oxazolidin-4-yl)-1-benzofuran-3-carboxamide C1(CC1)COC=1C=CC2=C(C(=C(O2)C)C(=O)NC2NCOC2)C1